4-chloro-1-methyl-pyrrolo[2,3-b]pyridine-6-carbonitrile ClC1=C2C(=NC(=C1)C#N)N(C=C2)C